2-(3-fluoro-4-(methylsulfonyl)phenyl)-6-(1-(8-isopropyl-8-azabicyclo[3.2.1]oct-3-yl)piperidin-4-yl)-1,4-dimethyl-1H-benzo[d]imidazole FC=1C=C(C=CC1S(=O)(=O)C)C1=NC2=C(N1C)C=C(C=C2C)C2CCN(CC2)C2CC1CCC(C2)N1C(C)C